CSC1=CC=C(C=CC2=NC(=NC(=N2)C(Cl)(Cl)Cl)C(Cl)(Cl)Cl)C=C1 2-(4-methylthiostyryl)-4,6-bis(trichloromethyl)-1,3,5-triazine